(S)-8-chloro-4-((3-chloro-4-fluorophenyl)amino)-6-(((1-isopropyl-1H-1,2,3-triazol-4-yl)(5-methylpyridin-3-yl)methyl)amino)quinoline-3-carbonitrile ClC=1C=C(C=C2C(=C(C=NC12)C#N)NC1=CC(=C(C=C1)F)Cl)N[C@@H](C=1C=NC=C(C1)C)C=1N=NN(C1)C(C)C